C(C)(C)P(C1=CSC=C1P(C(C)C)C(C)C)C(C)C 3,4-bis(diisopropylphosphino)-thiophene